N-(5-chlorothiazol-2-yl)-N-(2,4-dimethoxybenzyl)-4-nitro-1H-indazole-1-sulfonamide ClC1=CN=C(S1)N(S(=O)(=O)N1N=CC2=C(C=CC=C12)[N+](=O)[O-])CC1=C(C=C(C=C1)OC)OC